N-(4-(3-Amino-1H-indazol-5-yl)pyridin-2-yl)-2-(4-(methylthio)phenyl)acetamide NC1=NNC2=CC=C(C=C12)C1=CC(=NC=C1)NC(CC1=CC=C(C=C1)SC)=O